S-methyl O-(2-oxaspiro(3.3)heptan-5-yl) carbonodithioate C(OC1C2(COC2)CC1)(=S)SC